(cyclopentylmethyl)decanoate C1(CCCC1)COC(CCCCCCCCC)=O